C(C)(C)(C)OC(NC1=CC(=NC(=C1)C)OC)=O (2-methoxy-6-methylpyridine-4-yl)carbamic acid tert-butyl ester